3-[5-[4-(4-Amino-1-piperidyl)-1-piperidyl]-3-methyl-2-oxo-benzimidazol-1-yl]piperidine-2,6-dione NC1CCN(CC1)C1CCN(CC1)C1=CC2=C(N(C(N2C)=O)C2C(NC(CC2)=O)=O)C=C1